ClC=1C2=CN(N=C2C=CC1C1=CNC2=NC(=CN=C21)N2[C@H]1[C@H]([C@H](C[C@@H]2CC1)N)F)C (1R,2S,3S,5S)-8-[7-(4-chloro-2-methyl-2H-indazol-5-yl)-5H-pyrrolo[2,3-b]pyrazin-3-yl]-2-fluoro-8-azabicyclo[3.2.1]octan-3-amine